(3S)-3-[5-(1-Aminoisoquinolin-3-yl)-1-oxo-2,3-dihydro-1H-isoindol-2-yl]piperidine-2,6-dione NC1=NC(=CC2=CC=CC=C12)C=1C=C2CN(C(C2=CC1)=O)[C@@H]1C(NC(CC1)=O)=O